CC1(CC1)C(=O)N1C[C@H]2OC3=C([C@@H]1C2)C=NC=C3C#N (2S,5S)-4-(1-methylcyclopropane-1-carbonyl)-2,3,4,5-tetrahydro-2,5-methanopyrido[3,4-f][1,4]oxazepine-9-carbonitrile